FC1(OC2(OC1(C(F)(F)F)F)C(C1(OC(C(O1)(C(F)(F)F)F)(C(F)(F)F)F)C(C(C2(C(F)(F)F)F)=O)(C(F)(F)F)F)(C(F)(F)F)F)C(F)(F)F 2,3,6,9,10,12,14-heptafluoro-2,3,6,9,10,12,14-heptakis(trifluoromethyl)-1,4,8,11-tetraoxadispiro[4.1.47.35]tetradecan-13-one